C(C)(C)[C@@H]1N=C(OC1)C1=NC(=CC=C1)C=1OC[C@@H](N1)C(C)C 2,6-bis[(4S)-4-isopropyl-2-oxazolinyl]pyridine